O1CC(C1)N1N=CC=2C1=NC(=CN2)N2CCC1(CCN(C1=O)C1=NC=CC(=N1)C(F)(F)F)CC2 8-[1-(oxetan-3-yl)-1H-pyrazolo[3,4-b]pyrazin-6-yl]-2-[4-(trifluoromethyl)pyrimidin-2-yl]-2,8-diazaspiro[4.5]decan-1-one